O1CCN(CC1)C=1C=CC(=NC1)C(=O)NC=1SC=C(N1)N1C(CCC1)=O 5-morpholino-N-(4-(2-oxopyrrolidin-1-yl)thiazol-2-yl)picolinamide